N1CC=CCC1 1,2,5,6-tetrahydropyridine